ClC1=C(C=C(C=N1)C=1C=C(C=2N(C1)C=CN2)C)CC 6-(6-chloro-5-ethyl-3-pyridinyl)-8-methyl-imidazo[1,2-a]pyridine